1-(1-methylcyclobutyl)-N-((5-phenyl-1,3,4-thiadiazol-2-yl)methyl)-1H-1,2,3-triazole-4-carboxamide CC1(CCC1)N1N=NC(=C1)C(=O)NCC=1SC(=NN1)C1=CC=CC=C1